CC=1C=C(C=C(C1)C)C=1N=C(SC1)C1=C(C(=O)N)C=CC(=C1)OC (4-(3,5-dimethylphenyl)thiazol-2-yl)-4-methoxybenzamide